N-(3-carbamimidoylphenyl)-5-chloro-6-methyl-2-(pyrrolidin-1-yl)nicotinamide C(N)(=N)C=1C=C(C=CC1)NC(C1=C(N=C(C(=C1)Cl)C)N1CCCC1)=O